1-[4-[1-[(3S)-3-(1H-1,2,4-Triazol-5-yl)pyrrolidine-1-carbonyl]azetidin-3-yl]phenyl]piperidine-2-carboxamide N1N=CN=C1[C@@H]1CN(CC1)C(=O)N1CC(C1)C1=CC=C(C=C1)N1C(CCCC1)C(=O)N